3-(3-methyloxetan-3-yl)isoxazol CC1(COC1)C1=NOC=C1